1-Allyl-3-methylimidazole chloride [Cl-].C(C=C)N1CN(C=C1)C